ClC=1C(=NC(=NC1)NC=1N=NN(C1)C)C1=CC=C2CN(C(C2=C1)=O)[C@@H](C(=O)N[C@H](C)C1=NC(=CC=C1)N1CCN(CC1)C)C (2R)-2-(6-{5-chloro-2-[(1-methyl-1H-1,2,3-triazol-4-yl)amino]pyrimidin-4-yl}-1-oxo-2,3-dihydro-1H-isoindol-2-yl)-N-[(1R)-1-[6-(4-methylpiperazin-1-yl)pyridin-2-yl]ethyl]propanamide